tert-butyl 2-[[tert-butyl(dimethyl)silyl] oxymethyl]-5-(4,4,5,5-tetramethyl-1,3,2-dioxaborolan-2-yl)-2,3,4,7-tetrahydroazepine-1-carboxylate [Si](C)(C)(C(C)(C)C)OCC1N(CC=C(CC1)B1OC(C(O1)(C)C)(C)C)C(=O)OC(C)(C)C